FC=1C(=C(C=CC1)C1CCN(CC1)C(=O)OC(C)(C)C)C(F)(F)F tert-butyl 4-(3-fluoro-2-(trifluoromethyl)phenyl)piperidine-1-carboxylate